C1(=CC=CC2=CC=CC=C12)N1C(=NN=C1C1=CC=CC=C1)C1=CC=CC=C1 4-(naphthalene-1-yl)-3,5-diphenyl-4H-1,2,4-triazole